C(C)(C)C1=CC=C(C=C1)C=1C(=CC(=C2C(C=C(OC12)C1=CC=C(C=C1)O)=O)OC)OC 8-(4-isopropylphenyl)-2-(4-hydroxyphenyl)-5,7-dimethoxy-4H-chromen-4-one